(1R,3S)-3-(3-{[(1-methyl-1H-imidazol-5-yl)acetyl]amino}-1H-pyrazol-5-yl)cyclopentyl (2S)-butan-2-ylcarbamate C[C@@H](CC)NC(O[C@H]1C[C@H](CC1)C1=CC(=NN1)NC(CC1=CN=CN1C)=O)=O